The molecule is a N-acyl-D-phenylalanine, a N-acetyl-D-amino acid and a N-acetylphenylalanine. It is a conjugate acid of a N-acetyl-D-phenylalaninate. It is an enantiomer of a N-acetyl-L-phenylalanine. CC(=O)N[C@H](CC1=CC=CC=C1)C(=O)O